Lanthanum (III) borohydride [BH4-].[La+3].[BH4-].[BH4-]